C1(=CC=CC=C1)S(=O)(=O)OCC#N Cyanomethyl benzenesulfonate